2-(4-(5-Amino-4-cyano-1-isopropyl-1H-pyrazol-3-yl)phenyl)-N-(3-(3,3,3-trifluoro-2,2-dimethylpropyl)isoxazol-5-yl)acetamide NC1=C(C(=NN1C(C)C)C1=CC=C(C=C1)CC(=O)NC1=CC(=NO1)CC(C(F)(F)F)(C)C)C#N